5-Isobutylthioindole C(C(C)C)SC=1C=C2C=CNC2=CC1